(2R,3S,4S,5S)-2,3,4-tri(phenoxy)-5-[(phenoxy)methyl]-5-hydroxycyclohexane-1-one O(C1=CC=CC=C1)[C@H]1C(C[C@]([C@H]([C@@H]1OC1=CC=CC=C1)OC1=CC=CC=C1)(O)COC1=CC=CC=C1)=O